7,8-dimethylenetetradecane C=C(CCCCCC)C(CCCCCC)=C